P(OC1=C(C=CC=C1)C)(OCP(=O)(OC1=CC=CC=C1)OC1=CC=CC=C1)=O methylphenyl [(diphenoxyphosphoryl) methyl] phosphonate